5-[(4R,9aS)-8-[2-(3-amino-3-methyl-azetidin-1-yl)-6-methyl-4-pyridyl]-4-methyl-3,4,6,7,9,9a-hexahydro-1H-pyrazino[1,2-a]pyrazin-2-yl]quinoline-8-carbonitrile NC1(CN(C1)C1=NC(=CC(=C1)N1C[C@@H]2N([C@@H](CN(C2)C2=C3C=CC=NC3=C(C=C2)C#N)C)CC1)C)C